(S)-2-amino-5-(4-hydroxyphenyl)-N-methylpentanamide N[C@H](C(=O)NC)CCCC1=CC=C(C=C1)O